AMINOPYRIDINE HCL Cl.NC1=NC=CC=C1